pyridine-4,6(5H)-dione N1C=CC(CC1=O)=O